(R)-8-bromo-N2-(cyclohexylmethyl)-N4-(1-cyclopropylpropyl)quinazoline-2,4-diamine BrC=1C=CC=C2C(=NC(=NC12)NCC1CCCCC1)N[C@H](CC)C1CC1